2-(2-aminopyrimidin-5-yl)-2,2-difluoroacetic acid ethyl ester C(C)OC(C(F)(F)C=1C=NC(=NC1)N)=O